tert-butyl N-[1-[6-[[4-(4-fluoro-1-isopropyl-2-methyl-imidazo[4,5-c]pyridin-6-yl)pyrimidin-2-yl]amino]-3-pyridyl]-2-oxo-3-piperidyl]carbamate FC1=NC(=CC2=C1N=C(N2C(C)C)C)C2=NC(=NC=C2)NC2=CC=C(C=N2)N2C(C(CCC2)NC(OC(C)(C)C)=O)=O